5-{4-[(1-{[4-(propan-2-yl)phenyl]carbamoyl}-D-prolyl)amino]phenyl}pyridine-2-carboxylic acid CC(C)C1=CC=C(C=C1)NC(=O)N1[C@H](CCC1)C(=O)NC1=CC=C(C=C1)C=1C=CC(=NC1)C(=O)O